N1(CCCC1)CCNC(=O)C1=C(NC2=C1C(=CC=C2)N(C)C)N(C)C bis(dimethylamino)benzoPyrrole-3-carboxylic acid (2-pyrrolidin-1-yl-ethyl) amide